tert-butyl ((1s,3s)-3-((5-(pyrimidin-4-yl)-1-tosyl-1H-pyrrolo[2,3-b]pyridin-4-yl)amino)cyclobutyl)carbamate N1=CN=C(C=C1)C=1C(=C2C(=NC1)N(C=C2)S(=O)(=O)C2=CC=C(C)C=C2)NC2CC(C2)NC(OC(C)(C)C)=O